benzyl 3-(1-(((tert-butoxycarbonyl)amino)methyl)cyclohexyl)propanoate C(C)(C)(C)OC(=O)NCC1(CCCCC1)CCC(=O)OCC1=CC=CC=C1